((3-((2-((S)-2-cyanopyrrolidin-1-yl)-2-oxoethyl)amino)adamantan-1-yl)oxy)methyl octanoate C(CCCCCCC)(=O)OCOC12CC3(CC(CC(C1)C3)C2)NCC(=O)N2[C@@H](CCC2)C#N